5-(tetrahydro-2H-pyran-4-yl)pyridin O1CCC(CC1)C=1C=CC=NC1